C(C1=CC=CC=C1)OC(=O)NC(C)(C)C1=CC(=NC(=C1)CC1=CC=C(C=C1)F)C(CNC(OC(C)(C)C)=O)(C)O tert-butyl (2-(4-(2-(((benzyloxy)carbonyl)amino)propan-2-yl)-6-(4-fluorobenzyl)pyridin-2-yl)-2-hydroxypropyl)carbamate